[1-(2-methoxyphenyl)ethyl]-N,6-dimethyl-4-[(1-methylcyclopropyl)amino]furo[2,3-d]pyrimidine-5-carboxamide COC1=C(C=CC=C1)C(C)C=1N=C(C2=C(N1)OC(=C2C(=O)NC)C)NC2(CC2)C